C(#N)C1=CC(=C(COC2=CC=CC(=N2)N2CC3CCC(C2)N3CC3=NC2=C(N3C[C@H]3OCC3)C=C(C=C2)C(=O)O)C=C1)F 2-((3-(6-((4-cyano-2-fluorobenzyl)oxy)pyridin-2-yl)-3,8-diazabicyclo[3.2.1]octan-8-yl)methyl)-1-(((S)-oxetan-2-yl)methyl)-1H-benzo[d]imidazole-6-carboxylic acid